1-[2-[2-chloro-4-(4-chlorophenoxy)phenyl]-4-methyl-1,3-dioxolan-2-ylmethyl]-1H-1,2,4-triazole ClC1=C(C=CC(=C1)OC1=CC=C(C=C1)Cl)C1(OCC(O1)C)CN1N=CN=C1